Cl.C(C)N=C=N ethylcarbodiimide hydrochloride salt